FC(N1C(=NC2=C1C=CC=C2)C2CCN(CC2)C(=O)C=2C=C1C=NN(C1=CC2F)C2=CC(=CC=C2)C(F)(F)F)F (4-(1-(difluoromethyl)-1H-benzo[d]imidazol-2-yl)piperidin-1-yl)(6-fluoro-1-(3-(trifluoromethyl)phenyl)-1H-indazol-5-yl)methanone